C1(CC1)C1=C(C(=NO1)C1=C(C=CC=C1Cl)Cl)COC1C2C(N(C(C1)C2)C=2C=CC(=NC2)C(=O)O)C 5-(5-[[5-cyclopropyl-3-(2,6-dichlorophenyl)-1,2-oxazol-4-yl]methoxy]-3-methyl-2-azabicyclo[2.2.1]heptan-2-yl)pyridine-2-carboxylic acid